(4-methylthiophen-2-yl)methanol CC=1C=C(SC1)CO